N,N'-di-p-tolyl-1,1'-biphenyl-4,4'-diamine C1(=CC=C(C=C1)NC1=CC=C(C=C1)C1=CC=C(C=C1)NC1=CC=C(C=C1)C)C